deoxyinosine [C@@H]1(C[C@H](O)[C@@H](CO)O1)N1C=NC=2C(O)=NC=NC12